6-butyl-4-(4-(2-hydroxy-prop-2-yl)phenyl)-1H-pyrrolo[2,3-c]pyridin-7(6H)-one C(CCC)N1C(C2=C(C(=C1)C1=CC=C(C=C1)C(C)(C)O)C=CN2)=O